2-(5-fluoro-2-methylphenyl)propionic acid FC=1C=CC(=C(C1)C(C(=O)O)C)C